2,3,6-trifluorostyrene FC1=C(C=C)C(=CC=C1F)F